FC(C(=O)[O-])(C(C(C(C(C(C(=O)[O-])(F)F)(F)F)(F)F)(F)F)(F)F)F perfluoro-suberate